choline dihydrogen citrate salt C(CC(O)(C(=O)[O-])CC(=O)O)(=O)O.OCC[N+](C)(C)C